FC(C1=C(CC2(NC3=CC=CC=C3N=C2NC2=CC(=C(C=C2)F)F)N)C=CC(=C1)C(F)(F)F)(F)F 2-(2,4-bistrifluoromethylbenzyl)-N3-(3,4-difluorophenyl)quinoxaline-2,3-diamine